C(CS)[C@@H](CS)N dithiobutylamine